(E)-1-styrylcyclohexane-1-nitrile C(=C\C1=CC=CC=C1)/C1(CCCCC1)C#N